CC1=C(OC2=C(C=C(C=C2C1=O)C)[C@@H](C)NC=1C(=NC=CC1)C(=O)OC(C)(C)C)C1=CC2=CN(N=C2C=C1)C tert-Butyl 3-[[(1R)-1-[3,6-dimethyl-2-(2-methylindazol-5-yl)-4-oxo-chromen-8-yl]ethyl]amino]pyridine-2-carboxylate